2-((2-(1H-imidazol-1-yl)-6-(trifluoromethyl)pyridin-4-yl)(tert-butoxycarbonyl)amino)acetic acid N1(C=NC=C1)C1=NC(=CC(=C1)N(CC(=O)O)C(=O)OC(C)(C)C)C(F)(F)F